C(C1=CC=CC=C1)N1N=C(C=C1)C=1C=C(C=CC1)C1=C(C=CC=C1)NC(C=C)=O N-(3'-(1-benzyl-1H-pyrazol-3-yl)-[1,1'-biphenyl]-2-yl)acrylamide